N(CC(=O)[O-])(CC(=O)[O-])CC(=O)[O-].[Na+].[Na+].[Na+] sodium nitrilotriacetic acid salt